N-((S)-1-(((S)-1-(2-aminopyridin-3-yl)-4-(methylamino)-3,4-dioxobutan-2-yl)amino)-4-methyl-1-oxopentan-2-yl)-4-methoxy-1H-indole-2-carboxamide NC1=NC=CC=C1C[C@@H](C(C(=O)NC)=O)NC([C@H](CC(C)C)NC(=O)C=1NC2=CC=CC(=C2C1)OC)=O